Ethyl 2-(4-((2-((tert-butoxycarbonyl)amino)phenyl)carbamoyl)phenyl)acetate C(C)(C)(C)OC(=O)NC1=C(C=CC=C1)NC(=O)C1=CC=C(C=C1)CC(=O)OCC